FC1=C2C(=C(N=C(C2=CN=C1[Sn](CCCC)(CCCC)CCCC)N1CC2CCC(C1)N2C(=O)OC(C)(C)C)C)C tert-butyl 3-(5-fluoro-3,4-dimethyl-6-tributylstannyl-2,7-naphthyridin-1-yl)-3,8-diazabicyclo[3.2.1]octane-8-carboxylate